CC1=CC(OC2=C1C=CC(=C2)NC2=NC=CC(=N2)C2=CC=NC=C2)=O 4-methyl-7-{[4-(pyridin-4-yl)pyrimidin-2-yl]amino}-2H-benzopyran-2-one